4-(2-bromo-3-propyl-1H-indol-5-yl)piperidine-1-carboxylic acid tert-butyl ester C(C)(C)(C)OC(=O)N1CCC(CC1)C=1C=C2C(=C(NC2=CC1)Br)CCC